tert-butyl 4-(4-(2-chloro-4-(1-methyl-5-(1-(5-nitropyridin-2-yl)-3-(trifluoromethyl)-pyrazol-4-yl)-imidazole-2-carboxamido) benzoyl)piperazine-1-carbonyl)piperidine-1-carboxylate ClC1=C(C(=O)N2CCN(CC2)C(=O)C2CCN(CC2)C(=O)OC(C)(C)C)C=CC(=C1)NC(=O)C=1N(C(=CN1)C=1C(=NN(C1)C1=NC=C(C=C1)[N+](=O)[O-])C(F)(F)F)C